FC1=C(C=CC(=C1)F)S(=O)(=O)NC=1C=NC=C(C1)C=1C=C2C(=NC=NC2=CC1)N1CCNCC1 2,4-Difluoro-N-(5-(4-(piperazin-1-yl)quinazolin-6-yl)pyridin-3-yl)benzenesulfonamide